COC1=C(CNC2=NC(=NC=C2C(=O)N)NC=2C=NN(C2)C)C=CC(=C1)F 4-((2-methoxy-4-fluorobenzyl)amino)-2-((1-methyl-1H-pyrazol-4-yl)amino)pyrimidin-5-carboxamide